NC=1N=C(C2=C(N1)C=CN(C2=O)CC2=CC=C(C=C2)CN2CCCC2)OCCCC 2-amino-4-butoxy-6-(4-(pyrrolidin-1-ylmethyl)benzyl)pyrido[4,3-d]pyrimidin-5(6H)-one